CC(C(C)O)CCO 3-methyl-2,5-pentanediol